C(OC(C1=CC=CC=C1)NC([C@H](CCCNC(=O)N)NC([C@H](C(C)C)NC(CCN1C(C=CC1=O)=O)=O)=O)=O)(OC1=CC=C(C=C1)[N+](=O)[O-])=O ((S)-2-((S)-2-(3-(2,5-dioxo-2,5-dihydro-1H-pyrrol-1-yl)propanamido)-3-methylbutanamido)-5-ureidopentanamido)benzyl (4-nitrophenyl) carbonate